ONC(=O)C=1C=2CN(C(C2C=CC1)(C)C)C=1OC=2C(=NC(=CC2)C(F)(F)F)N1 N-hydroxy-1,1-dimethyl-2-(5-(trifluoromethyl)oxazolo[4,5-b]pyridin-2-yl)isoindoline-4-carboxamide